lanthanum (III) iso-propoxide CC([O-])C.[La+3].CC([O-])C.CC([O-])C